3,5-difluoro-N-(5-(2-fluoro-6-methoxyphenyl)-1H-pyrazolo[3,4-c]pyridin-3-yl)benzamide ethyl-1-(2,2-dimethylpropyl)-5-(trifluoromethyl)-1H-pyrazole-4-carboxylate C(C)OC(=O)C=1C=NN(C1C(F)(F)F)CC(C)(C)C.FC=1C=C(C(=O)NC2=NNC3=CN=C(C=C32)C3=C(C=CC=C3OC)F)C=C(C1)F